(S)-4-(4-(5-chloro-6-oxo-4-((tetrahydro-2H-pyran-3-yl)methylamino)pyridazin-1(6H)-yl)piperidin-1-yl)benzonitrile ClC1=C(C=NN(C1=O)C1CCN(CC1)C1=CC=C(C#N)C=C1)NC[C@H]1COCCC1